N1(CCC1)CC1=CC=C(C=C1)C1=CC(=CC=C1)S(=O)(=O)N1CCC2(C[C@@H](CO2)NC[C@@H](COC2=CC(=CC=C2)S(=O)(=O)C2(CC2)CO)O)CC1 (S)-1-((S)-8-(4'-(azetidin-1-ylmethyl)biphenyl-3-ylsulfonyl)-1-oxa-8-azaspiro[4.5]decan-3-ylamino)-3-(3-(1-(hydroxymethyl)cyclopropylsulfonyl)phenoxy)propan-2-ol